N1C[C@@H](CC1)CCNC(O[C@H]1[C@H](NC[C@@H]1O)CC1=CC=C(C=C1)OC)=O (2R,3S,4S)-4-hydroxy-2-[(4-methoxyphenyl)methyl]pyrrolidin-3-yl N-{2-[(3S)-pyrrolidin-3-yl]ethyl}carbamate